2-chloro-4-[[3-[4-(cyanomethoxy)-2,3-difluorophenyl]imidazo[1,2-a]pyrazin-8-yl]amino]-N-[(1-methyl-6-oxo-3-pyridyl)methyl]benzamide ClC1=C(C(=O)NCC2=CN(C(C=C2)=O)C)C=CC(=C1)NC=1C=2N(C=CN1)C(=CN2)C2=C(C(=C(C=C2)OCC#N)F)F